ClCCCC1CNCCN1 3-(3-chloropropyl)-piperazine